8'-methyl-2',5'-dihydrospiro[cyclopropan-1,4'-furo[2,3-g]indazol]-7'-carboxamid CC1=C(OC=2CC3(C4=CNN=C4C21)CC3)C(=O)N